1-phenyl-2-(pyrrolidin-1-yl)propan-1-ol C1(=CC=CC=C1)C(C(C)N1CCCC1)O